ClC=1C(=C(C(=CC1)F)[C@H]([C@@H](C=1OC(NN1)=O)NS(=O)(=O)C=1C=CC=C2C(CCOC12)(C([2H])([2H])[2H])O)C)C N-((1S,2R)-2-(3-chloro-6-fluoro-2-methylphenyl)-1-(5-oxo-4,5-dihydro-1,3,4-oxadiazol-2-yl)propyl)-4-hydroxy-4-methyl-d3-chroman-8-sulfonamide